1,4-dichloro-8-methoxy-5H-pyridazino[4,5-b]indole ClC1=NN=C(C=2NC=3C=CC(=CC3C21)OC)Cl